FC1=C(C=CC=C1)[C@]1([C@@H]2CCN(C[C@H]12)C=1N=C2C(=NC1)N=C(C=C2)C2=CC1=CN(N=C1C=C2)C)CN ((1S,6R,7R)-7-(2-fluorophenyl)-3-(6-(2-methyl-2H-indazol-5-yl)pyrido[2,3-b]pyrazin-2-yl)-3-azabicyclo[4.1.0]heptan-7-yl)methanamine